C12(CC3CC(CC(C1)C3)C2)[C@H](C(=O)N[C@@H](C(=O)NC)CCCC2=CC=CC=C2)NC(=O)[C@H]2NCCCC2 (S)-N-((R)-1-((3R,5R,7R)-adamantan-1-yl)-2-(((R)-1-(methylamino)-1-oxo-5-phenylpentan-2-yl)amino)-2-oxoethyl)piperidine-2-carboxamide